ClC=1C=C2C(=CC1)NC(C21CCN(CC1)CCOC1=CC2=C(N(C=N2)C2CC(C2)(C)O)C(=C1)OC(F)F)=O 5-chloro-1'-(2-{[7-(difluoromethoxy)-1-[(cis)-3-hydroxy-3-methylcyclobutyl]-1H-1,3-benzodiazol-5-yl]oxy}ethyl)-1,2-dihydrospiro[indole-3,4'-piperidin]-2-one